iodine 2-butene CC=CC.[I]